stannum-copper [Cu].[Sn]